tert-butyl (R)-(1-(5-cyano-6-((1-methyl-1H-pyrazol-4-yl)amino)pyrazin-2-yl)piperidin-3-yl)carbamate C(#N)C=1N=CC(=NC1NC=1C=NN(C1)C)N1C[C@@H](CCC1)NC(OC(C)(C)C)=O